(S)-2-((4-(6-(isoquinolin-5-ylmethoxy)pyridin-2-yl)piperidin-1-yl)methyl)-1-(oxetine-2-ylmethyl)-1H-benzo[d]imidazole-6-carboxylate C1=NC=CC2=C(C=CC=C12)COC1=CC=CC(=N1)C1CCN(CC1)CC1=NC2=C(N1CC=1OCC1)C=C(C=C2)C(=O)[O-]